C(C)C1=C(C=CC=C1)NC1=CSC=2C1=NC(=CC2)C=2C=NN(C2)C N-(2-ethylphenyl)-5-(1-methyl-1H-pyrazol-4-yl)thieno[3,2-b]pyridin-3-amine